(3R)-3-amino-5,5,7-trifluoro-1-[[4-(5-methoxy-2-pyridyl)phenyl]methyl]-8-[5-(1-methyl-1-methylsulfonyl-ethyl)-1,3,4-oxadiazol-2-yl]-3,4-dihydro-1-benzazepin-2-one N[C@H]1C(N(C2=C(C(C1)(F)F)C=C(C(=C2)C=2OC(=NN2)C(C)(S(=O)(=O)C)C)F)CC2=CC=C(C=C2)C2=NC=C(C=C2)OC)=O